FC=1C(=C2C=CNC2=CC1)N1CCN(CC1)C(=O)OC(C)(C)C tert-butyl 4-(5-fluoro-1H-indol-4-yl)piperazine-1-carboxylate